ClC1=CC(=C(C=O)C=C1)OC1=CC=C(C=C1)C1=CN=C(N1CCF)CN1CCCC1 4-chloro-2-(4-(1-(2-fluoroethyl)-2-(pyrrolidin-1-ylmethyl)-1H-imidazol-5-yl)phenoxy)benzaldehyde